(3R)-7-((2S,5R)-4-acryloyl-2,5-dimethylpiperazin-1-yl)-9-chloro-10-(2,4-difluorophenyl)-3-((1-methylpiperidin-4-yl)methyl)-2H-[1,4]oxazino[2,3,4-ij]quinazolin-5(3H)-one C(C=C)(=O)N1C[C@@H](N(C[C@H]1C)C1=NC(N2C3=C(C(=C(C=C13)Cl)C1=C(C=C(C=C1)F)F)OC[C@H]2CC2CCN(CC2)C)=O)C